[Br-].CC(C)C[O-].CC(C)C[O-].CC(C)C[O-].[Hf+4].ClC1=C(C=CC=C1)C=1NC(=C(N1)C1=C(C=CC=C1)OC)C1=C(C=CC=C1)OC 2-(o-chlorophenyl)-4,5-bis(methoxyphenyl)imidazole Hafnium triisobutoxide bromide